5-methyl-2-(4-cyanophenyl)-2,4-dihydropyrazol-3-one CC=1CC(N(N1)C1=CC=C(C=C1)C#N)=O